tert-butyl 6-(benzylsulfanyl)-1H-pyrrolo[3,2-b]pyridine-1-carboxylate C(C1=CC=CC=C1)SC=1C=C2C(=NC1)C=CN2C(=O)OC(C)(C)C